CCCNN diazapentane